rac-tert-butyl {[4-(3-fluorobicyclo[1.1.1]pentan-1-yl)-2,5-dioxoimidazolidin-4-yl]methyl}carbamate FC12CC(C1)(C2)[C@@]2(NC(NC2=O)=O)CNC(OC(C)(C)C)=O |r|